N=1N(N=CC1)CCOC1=CC=C(OCC(CNC(C)C)O)C=C1 (4-(2-(2H-1,2,3-triazol-2-yl)ethoxy)phenoxy)-3-(isopropylamino)propan-2-ol